2-((6-(((1R,4R)-4-hydroxycyclohexyl)amino)-4-(morpholinomethyl)pyridin-2-yl)amino)-N-phenylthiazole OC1CCC(CC1)NC1=CC(=CC(=N1)NC1SC=CN1C1=CC=CC=C1)CN1CCOCC1